O[C@@H]1C[C@@H](CC1)C1=CN=C(S1)NC(CC1=CC(=NO1)C)=O N-(5-((1R,3S)-3-hydroxycyclopentyl)thiazol-2-yl)-2-(3-methylisoxazol-5-yl)acetamide